3-(tert-butyl)-N-(4-(6-morpholinopyrrolo[2,1-f][1,2,4]triazin-4-yl)-2-(trifluoromethyl)benzyl)-1,2,4-oxadiazole-5-carboxamide C(C)(C)(C)C1=NOC(=N1)C(=O)NCC1=C(C=C(C=C1)C1=NC=NN2C1=CC(=C2)N2CCOCC2)C(F)(F)F